COC1=C(C=C2C=CC(=NC2=C1)C)C1=CN=C(N1)[C@H](CCCCCC(CC)=O)NC(=O)[C@H]1CC12CCN(CC2)C (S)-N-((S)-1-(5-(7-Methoxy-2-methylchinolin-6-yl)-1H-imidazol-2-yl)-7-oxononyl)-6-methyl-6-azaspiro[2.5]octan-1-carboxamid